4',6'-dibenzoyl-[2,2'-bipyridine]-4-carboxylic acid iridium [Ir].C(C1=CC=CC=C1)(=O)C1=CC(=NC(=C1)C(C1=CC=CC=C1)=O)C1=NC=CC(=C1)C(=O)O